C(CCCCCCCCCCCCCCCCCC)(=O)OCCCCCC(OC(NCCCN(CCCCN(C)C)C)=O)CCCCCOC(CCCCCCCCCCCCCCCCCC)=O [3-(dimethylamino) propyl]-13-methyl-8-oxo-6-{5-[(1-oxononadecyl) oxy] pentyl}-9,13-diaza-7-oxatetradec-1-yl nonadecanoate